1-(2-hydroxyethyl)-4,5-dihydro-1H-pyrazolo[4,3-h]quinazoline-3-carboxylate OCCN1N=C(C=2CCC=3C=NC=NC3C21)C(=O)[O-]